C(C)(C)(C)OC(=O)N[C@H](C(=O)N[C@H](C(=O)OC)C[C@H]1C(NCC1)=O)CC(C)(C)C methyl (2S)-2-[[(2S)-2-(tert-butoxycarbonylamino)-4,4-dimethyl-pentanoyl]amino]-3-[(3S)-2-oxopyrrolidin-3-yl]propanoate